(R)-2-chloromandelic acid ClC1=C([C@H](C(=O)O)O)C=CC=C1